C1(=CC=C(C=C1)C1=CC2=CC=C(C=C2C=C1)Br)C1=CC=CC=C1 2-[1,1'-biphenyl-4-yl]-6-bromonaphthalene